C(C)(C)(C)C1=CC=C(C=C1O)C 6-tertiary butyl-3-methyl-phenol